CC1=NC(=CC(=C1)C=1NC2=CC=C(C=C2C1C(C)C)C1CCN(CC1)CC(=O)N[C@@H](C(F)(F)F)C)C (R)-2-(4-(2-(2,6-dimethylpyridin-4-yl)-3-isopropyl-1H-indol-5-yl)piperidin-1-yl)-N-(1,1,1-trifluoropropan-2-yl)acetamide